2-Mercaptoacetic acid palmitic anhydride C(CCCCCCCCCCCCCCC)(=O)OC(CS)=O